IC=1C=NC=CC1NC(OC(C)(C)C)=O tert-Butyl 3-iodopyridin-4-ylcarbamate